12-(piperidin-1-yl)dodecane-1-amine N1(CCCCC1)CCCCCCCCCCCCN